(1R,2R)-1-(2-chlorophenyl)-3-(methoxymethoxy)propane-1,2-diol ClC1=C(C=CC=C1)[C@H]([C@@H](COCOC)O)O